FC1=C(C(=CC=C1)F)C1=C(C=CC=C1)[C@H]1[C@@H](C1)C(=O)O (1R,2R)-2-(2',6'-difluoro[1,1'-biphenyl]-2-yl)cyclopropane-1-carboxylic acid